BrC=1C=C(N2N=CNC(C21)=O)C(C(C)C)O 5-bromo-7-(1-hydroxy-2-methyl-propyl)-3H-pyrrolo[2,1-f][1,2,4]triazin-4-one